C(C1=CC=CC=C1)(=O)NC1(CCN(CC1)C1=CC=C(C=N1)C=1C=2N(C=C(C1)OCCNC(OC(C)(C)C)=O)N=CC2C#N)C tert-butyl (2-((4-(6-(4-benzamido-4-methylpiperidin-1-yl)pyridin-3-yl)-3-cyanopyrazolo[1,5-a]pyridin-6-yl)oxy)ethyl)carbamate